(S)-N-(4-(3-chlorophenyl)thiazol-2-yl)-1-cyano-N-ethylpyrrolidine-2-carboxamide ClC=1C=C(C=CC1)C=1N=C(SC1)N(C(=O)[C@H]1N(CCC1)C#N)CC